4-[3-(3,5-di-tert-butyl-4-hydroxyphenyl)propionyl Oxy]-2,2,6,6-tetramethylpiperidinylsuccinate C(C)(C)(C)C=1C=C(C=C(C1O)C(C)(C)C)CCC(=O)OC1CC(N(C(C1)(C)C)C(C(=O)[O-])CC(=O)[O-])(C)C